(4-((benzyloxy) methyl)-2-(3,5-dichloro-4-hydroxyphenyl)-3,5-dioxo-2,3,4,5-tetrahydro-1,2,4-triazin-6-yl) carbamate C(N)(OC=1C(N(C(N(N1)C1=CC(=C(C(=C1)Cl)O)Cl)=O)COCC1=CC=CC=C1)=O)=O